2-({7-amino-1-oxo-4-[3-(thiophen-2-yl)pyrazolo[1,5-a]pyridin-5-yl]-2,3-dihydro-1H-isoindol-2-yl}methyl)prop-2-enenitrile NC=1C=CC(=C2CN(C(C12)=O)CC(C#N)=C)C1=CC=2N(C=C1)N=CC2C=2SC=CC2